N-(3-(3-(tert-butyl)-5-((2-((3,5-di-tert-butyl-4-hydroxyphenyl)thio)propan-2-yl)thio)-2-hydroxyphenyl)-3-methylbutyl)-5-(1,2-dithiolan-3-yl)pentanamide C(C)(C)(C)C=1C(=C(C=C(C1)SC(C)(C)SC1=CC(=C(C(=C1)C(C)(C)C)O)C(C)(C)C)C(CCNC(CCCCC1SSCC1)=O)(C)C)O